(2S,5S)-9-(3-aminopropyl)-5-{[(tert-butyl)bis(phenyl)siloxy]methyl}-2-isopropyl-1-methyl-1,2,5,6-tetrahydro-1,4-benzodiazocin-3(4H)-one NCCCC1=CC2=C(C[C@H](NC([C@@H](N2C)C(C)C)=O)CO[Si](C2=CC=CC=C2)(C2=CC=CC=C2)C(C)(C)C)C=C1